(R)-(2-(benzofuran-3-yl)-1-(2-(spiro[chroman-2,1'-cyclohexane]-6-yl)acetamido)ethyl)boronic acid O1C=C(C2=C1C=CC=C2)C[C@H](NC(CC=2C=C1CCC3(CCCCC3)OC1=CC2)=O)B(O)O